N-[2-(1-Methyl-1H-pyrazol-5-yl)[1,2,4]triazolo[1,5-a]pyridin-6-yl]-N'-[(pyridin-4-yl)methyl]urea CN1N=CC=C1C1=NN2C(C=CC(=C2)NC(=O)NCC2=CC=NC=C2)=N1